C(CCC)(=O)OC1CC(NC(C1)(C)C)(C)C 4-butyroxy-2,2,6,6-tetramethylpiperidin